C(C)(C)(C)OC(=O)N(CC(=O)O)C1CC1 2-[tert-butoxycarbonyl(cyclopropyl)amino]acetic acid